C(C)(=O)C=1C=C(C=CC1)NC(=O)NC=1C(=C2C(N(C(=NC2=CC1)C)CCOC)=O)Br 1-(3-acetylphenyl)-3-(5-bromo-3-(2-methoxyethyl)-2-methyl-4-oxo-3,4-dihydroquinazolin-6-yl)urea